CC1(OC2=CC=CC=C2[C@H](C1)NC(=O)C1C(C1CN1C(NC(CC1=O)(CC)CC)=[NH2+])(F)F)C [1-[[3-[[(4S)-2,2-dimethylchroman-4-yl]carbamoyl]-2,2-difluoro-cyclopropyl]methyl]-4,4-diethyl-6-oxo-hexahydropyrimidin-2-ylidene]ammonium